4,5-dihydro-1H-pyrrole-3-yl ketone N1C=C(CC1)C(=O)C1=CNCC1